phenyl-l-4-2-fluoropropoxylpyridine-3-carboxamide C1(=CC=CC=C1)C1=NC=CC(=C1C(=O)N)OCC(C)F